C1CC12CCN(CC2)C2=C(C(=O)NC1=CC=CC3=CC(=CC=C13)Cl)C=CC(=C2)NS(=O)(=O)CCO {6-azaspiro[2.5]octan-6-yl}-N-(6-chloronaphthalen-1-yl)-4-(2-hydroxyethanesulfonylamino)benzamide